(2-((2S,4S)-4-amino-2-(hydroxymethyl)pyrrolidin-1-yl)-4-(4-cyanopyridin-3-yl)phenyl)-6-(2-fluoro-6-methoxyphenyl)-5-methoxypyridine-amide N[C@H]1C[C@H](N(C1)C1=C(C=CC(=C1)C=1C=NC=CC1C#N)C=1C(=NC(=C(C1)OC)C1=C(C=CC=C1OC)F)C(=O)N)CO